COC(=O)C12CCC(CC1)(CC2)N 4-Aminobicyclo[2.2.2]Octane-1-carboxylic acid methyl ester